potassium tert-amyl alcoholate C(C)(C)(CC)[O-].[K+]